ClC1=C2CCN([C@@H](C2=C(C=C1)OCC=1N=NN(C1COC)C)CN1C(CCC1)=O)C(=O)[C@H]1[C@H](CCCC1)C (1S,2R)-2-((S)-5-Chloro-8-((5-(methoxymethyl)-1-methyl-1H-1,2,3-triazol-4-yl)methoxy)-1-((2-oxopyrrolidin-1-yl)methyl)-1,2,3,4-tetrahydroisochinolin-2-carbonyl)-1-methylcyclohexan